FC(C(=O)O)(F)F.C1NCC2=CC(=CC=C12)C1=NOC=N1 3-(isoindolin-5-yl)-1,2,4-oxadiazole trifluoroacetate